3-benzyl 8-(tert-butyl) (1S,2S,5R)-2-(2-methoxyvinyl)-3,8-diazabicyclo[3.2.1]octane-3,8-dicarboxylate COC=C[C@H]1[C@@H]2CC[C@H](CN1C(=O)OCC1=CC=CC=C1)N2C(=O)OC(C)(C)C